2-(3-methyl-1-oxo-2,8-diazaspiro[4.5]dec-2-en-8-yl)-8-nitro-6-(trifluoromethyl)-4H-benzo[e][1,3]thiazin-4-one CC1=NC(C2(C1)CCN(CC2)C=2SC1=C(C(N2)=O)C=C(C=C1[N+](=O)[O-])C(F)(F)F)=O